N-(4-((6-amino-5-chloropyrimidin-4-yl)oxy)-3-fluorophenyl)-1-(pyridin-2-yl)-5-(trifluoromethyl)-1H-pyrazole-4-carboxamide NC1=C(C(=NC=N1)OC1=C(C=C(C=C1)NC(=O)C=1C=NN(C1C(F)(F)F)C1=NC=CC=C1)F)Cl